4-hydroxy-2-methyl-pyridine OC1=CC(=NC=C1)C